2-((4-(4-(4-methylpiperazin-1-yl)piperidin-1-yl)phenyl)amino)-4-(3-phenylisoxazolidine-2-yl)pyrimidine-5-carbonitrile CN1CCN(CC1)C1CCN(CC1)C1=CC=C(C=C1)NC1=NC=C(C(=N1)N1OCCC1C1=CC=CC=C1)C#N